NC1=NC=C(C=C1C(=O)N[C@@H]1[C@H](CCC1)OCC1=CC=C(C=C1)Br)C=1SC=C(N1)C 2-amino-N-{(1S,2S)-2-[(4-bromophenyl)methoxy]cyclopentyl}-5-(4-methyl-1,3-thiazol-2-yl)pyridine-3-carboxamide